C1(=CC=CC2=CC=CC=C12)OCC1=CC=C(CC2=NOC(=C2)C=2C(=NC=CC2)N)C=C1 3-(3-(4-((naphthalen-1-yloxy)methyl)benzyl)isoxazol-5-yl)pyridin-2-amine